4-((4-cyclopropyl-2-(N-methylmethanesulfonamido)phenyl)amino)-N-ethoxy-6-(pyridazin-3-yl-amino)nicotinamide C1(CC1)C1=CC(=C(C=C1)NC1=CC(=NC=C1C(=O)NOCC)NC=1N=NC=CC1)N(S(=O)(=O)C)C